C(C1=CC=CC=C1)(C1=CC=CC=C1)=NC(C#N)CC1=CNC2=NC=CC=C21 2-(Benzhydrylideneamino)-3-(1H-pyrrolo[2,3-b]pyridin-3-yl)propanenitrile